Methyl (2E)-2-[2-[[(E)-indan-1-ylideneamino]oxymethyl]-3-methyl-phenyl]-2-meth-oxyimino-acetate C/1(\CCC2=CC=CC=C12)=N\OCC1=C(C=CC=C1C)\C(\C(=O)OC)=N/OC